2-chloro-4-(3-fluorotetrahydrofuran-3-yl)pyrimidine ClC1=NC=CC(=N1)C1(COCC1)F